C(#N)[C@H]1N(CCC1)C=1C=CC2=C(N(C=N2)C2=CC=C(C(=N2)N2N=C(C=C2C)C#N)C(C)O)C1 1-[6-[6-[(2S)-2-cyanopyrrolidin-1-yl]benzimidazol-1-yl]-3-(1-hydroxyethyl)-2-pyridyl]-5-methyl-pyrazole-3-carbonitrile